COC1=C(OC2CCN(CC2)C2=C(C(N(C3=CC=C(C=C23)C)C)=O)C#N)C=CC(=C1)C 4-[4-(2-methoxy-4-methylphenoxy)piperidin-1-yl]-1,6-dimethyl-2-oxo-1,2-dihydroquinoline-3-carbonitrile